CC1=C(C=C(C=C1)S(=O)(=O)N1CC=2C(CC1)=NN(C2)C)C2=CN=C1C(=NC=NN12)N 7-(2-methyl-5-((2-methyl-2,4,6,7-tetrahydro-5H-pyrazolo[4,3-c]pyridin-5-yl)sulfonyl)phenyl)imidazo[2,1-f][1,2,4]triazin-4-amine